2-(4-methyl-1,2,5-oxadiazol-3-yl)-3-(pyridin-3-ylmethyl)benzimidazol-4-amine CC=1C(=NON1)C=1N(C2=C(N1)C=CC=C2N)CC=2C=NC=CC2